N-(5-(5-chloropyridazin-3-yl)-4-((2-(1,1-difluoroethyl)-6-methylpyridin-4-yl)amino)pyridin-2-yl)acetamide ClC=1C=C(N=NC1)C=1C(=CC(=NC1)NC(C)=O)NC1=CC(=NC(=C1)C)C(C)(F)F